(E)-4-oxo-4-piperazin-1-yl-but-2-enoic acid methyl ester COC(\C=C\C(N1CCNCC1)=O)=O